2-acetylamino-5,6-dimethoxynicotinic acid methyl ester COC(C1=C(N=C(C(=C1)OC)OC)NC(C)=O)=O